ClC=1C=C(C=CC1Cl)C=1N=C(SC1SC(C)C)N1N=C(C(=C1C(=O)O)C1=CNC2=CC=CC=C12)C 1-(4-(3,4-dichlorophenyl)-5-(isopropylsulfanyl)thiazol-2-yl)-4-(1H-indol-3-yl)-3-methyl-1H-pyrazole-5-carboxylic acid